2-[3-fluoro-5-[1-methyl-2-(4-methyl-5-sulfanyl-1,2,4-triazol-3-yl)ethyl]phenyl]-4-(trifluoromethyl)isoindolin-1-one FC=1C=C(C=C(C1)C(CC1=NN=C(N1C)S)C)N1C(C2=CC=CC(=C2C1)C(F)(F)F)=O